naphthalen-1-yl (3S)-3-{[4-(aminomethyl)-3-methoxybenzyl]carbamoyl}-4-(3-cyclohexyl-D-alanyl)piperazine-1-carboxylate NCC1=C(C=C(CNC(=O)[C@@H]2CN(CCN2C([C@H](N)CC2CCCCC2)=O)C(=O)OC2=CC=CC3=CC=CC=C23)C=C1)OC